((7-((4-(methoxycarbonyl) phenyl) methylsulfonylamino)-3,4-dihydroquinolin-1(2H)-yl) sulfonyl) benzoate C(C1=CC=CC=C1)(=O)OS(=O)(=O)N1CCCC2=CC=C(C=C12)NS(=O)(=O)CC1=CC=C(C=C1)C(=O)OC